4-fluoro-5-nitro-2,3-dihydro-1H-indole FC1=C2CCNC2=CC=C1[N+](=O)[O-]